O=C1NC(CCC1N1C(C2=CC=C(C=C2C1=O)N1CCN(CC1)CCCN1CCC(CC1)COC1=CC=C(C=C1)OC=1C2=C(SC1C1=CC=C(C=C1)O)C=C(C=C2)O)=O)=O 2-(2,6-dioxopiperidin-3-yl)-5-(4-(3-(4-((4-{(6-hydroxy-2-(4-hydroxyphenyl)benzo[b]thiophen-3-yl)oxy}phenoxy)methyl)piperidin-1-yl)propyl)piperazin-1-yl)isoindoline-1,3-dione